C4-bromo-6-chloro-2-methyl-1-(oxetan-3-yl)-1H-pyrrolo[2,3-b]pyridine BrC1=C2C(=NC(=C1)Cl)N(C(=C2)C)C2COC2